methyl-6-(1-methylethyl)-2-cyclohexene CC1C=CCCC1C(C)C